2,2'-azobis(cyanovaleric acid) N(=NC(C(=O)O)(CCC)C#N)C(C(=O)O)(CCC)C#N